N=1N(N=C2N=CC=CC21)CC2=CC=C(C=C2)C2=NOC(=N2)C(F)(F)F 3-[4-(triazolo[4,5-b]pyridin-2-ylmethyl)phenyl]-5-(trifluoromethyl)-1,2,4-oxadiazole